BrC=1N=CC=2N(C1)C=C(N2)NC2=NC(=NC=C2C(F)(F)F)Cl 6-bromo-N-(2-chloro-5-(trifluoromethyl)pyrimidin-4-yl)imidazo[1,2-a]pyrazin-2-amine